C1(=CC=CC=C1)C=CC(C=CC1=CC=CC=C1)=O 1,5-diphenyl-3-penta-1,4-dienone